p-toluene-sulfonylmethyl isocyanide CC1=CC=C(C=C1)S(=O)(=O)C[N+]#[C-]